4-amino-3-(2-bromo-4-(trifluoromethyl)phenoxy)benzaldehyde NC1=C(C=C(C=O)C=C1)OC1=C(C=C(C=C1)C(F)(F)F)Br